7-fluoro-8-((trimethylsilyl)ethynyl)-1,2,3,4-tetrahydroquinolin-3-ol FC1=CC=C2CC(CNC2=C1C#C[Si](C)(C)C)O